ClC=1C=C(C=C(C1)F)C=1C(=NC(=NC1)NC=1C=NN(C1)C)NC1=CC(=CC=C1)[N+](=O)[O-] 5-(3-chloro-5-fluorophenyl)-N2-(1-methyl-1H-pyrazol-4-yl)-N4-(3-nitrophenyl)pyrimidine-2,4-diamine